potassium bis(oxalate) borate B([O-])(O)O.C(C(=O)O)(=O)O.C(C(=O)O)(=O)O.[K+]